2,6-dimethylpiperidinotrimethylsilane CC1N(C(CCC1)C)[Si](C)(C)C